2-amino-5-(4-(1-(4-fluorobenzyl)-3-(4-isobutoxybenzyl)ureido)piperidin-1-yl)-5-oxopentanoic acid NC(C(=O)O)CCC(=O)N1CCC(CC1)N(C(=O)NCC1=CC=C(C=C1)OCC(C)C)CC1=CC=C(C=C1)F